BrC=1N=C(C(=NC1)OC1CN(CC1F)C(=O)[O-])C 3-[(5-bromo-3-methylpyrazin-2-yl)oxy]-4-fluoropyrrolidine-1-carboxylate